C(C)(C)(C)OC(=O)N1CC(C1)C1=NN(C2=NC=CC(=C21)N2C([C@@H](CC2)O)=O)C2=CC=C(C=C2)OC(F)(F)F (R)-3-(4-(3-hydroxy-2-oxopyrrolidin-1-yl)-1-(4-(trifluoromethoxy)phenyl)-1H-pyrazolo[3,4-b]pyridin-3-yl)azetidine-1-carboxylic acid tert-butyl ester